1-cyanophenyl-2,6-di-tert-butylbenzene C(#N)C1(CC=CC=C1)C1=C(C=CC=C1C(C)(C)C)C(C)(C)C